4-fluoro-2,6-dimethylbenzene-1-sulfonyl chloride FC1=CC(=C(C(=C1)C)S(=O)(=O)Cl)C